2-{8-[(4-bromo-5-fluoro-2-methylphenyl)methyl]-3-methoxyimidazo[1,2-a]pyrazin-6-yl}-5-fluoropyrimidin-4-ol BrC1=CC(=C(C=C1F)CC=1C=2N(C=C(N1)C1=NC=C(C(=N1)O)F)C(=CN2)OC)C